((2-(6-(4-(2-fluorophenyl)-4H-1,2,4-triazol-3-yl)pyridin-2-yl)-6-(isopropyl(methyl) Amino)-1-oxo-2,3-dihydro-1H-pyrrolo[3,4-c]pyridin-4-yl)methyl)(methyl)carbamate FC1=C(C=CC=C1)N1C(=NN=C1)C1=CC=CC(=N1)N1CC=2C(=NC(=CC2C1=O)N(C)C(C)C)COC(NC)=O